6-ethoxyindazole C(C)OC1=CC=C2C=NNC2=C1